COC1=C(C=NC=C1)C=1C=CC2=C(C=3CN(C(C3C=C2)=O)CC(C(=O)N)=C)C1 2-{[8-(4-methoxypyridin-3-yl)-3-oxo-1H,2H,3H-benzo[e]isoindol-2-yl]methyl}prop-2-enamide